3-(1-oxo-4-((6-(((1R,2S,4R)-1,7,7-trimethylbicyclo[2.2.1]heptan-2-yl)amino)hexyl)thio)isoindolin-2-yl)piperidine-2,6-dione O=C1N(CC2=C(C=CC=C12)SCCCCCCN[C@@H]1[C@@]2(CC[C@H](C1)C2(C)C)C)C2C(NC(CC2)=O)=O